Cl.Cl.NCC(C)(C)C=1SC=C(N1)C(=O)NCC1=NC=CC=C1F 2-(1-amino-2-methylpropan-2-yl)-N-[(3-fluoropyridin-2-yl)methyl]-1,3-thiazole-4-carboxamide dihydrochloride